ClCC1OCCCN(C1)C 2-(chloromethyl)-4-methyl-1,4-oxazepane